C(C1=CC=CC=C1)O[C@H]1C[C@H]([C@@H]2OC(OC[C@H]2O1)C1=CC=CC=C1)O (4aR,6R,8R,8aS)-6-(benzyloxy)-2-phenylhexahydropyrano[3,2-d][1,3]dioxin-8-ol